6-bromo-2-(2,6-dioxopiperidin-3-yl)-3-oxoisoindoline-4-carbonitrile BrC=1C=C(C=2C(N(CC2C1)C1C(NC(CC1)=O)=O)=O)C#N